NC1=C(C=CC=C1)C(=O)C1=CC2=CC(=CC=C2C=C1)CC (2-aminophenyl)(7-ethylnaphthalen-2-yl)methanone